C(C)C1=C(C=CC=C1)P(O)C1=CC=CC=C1.C1(=CC=CC=C1)P(OCC)C1=CC=CC=C1 ethyl diphenylphosphinite (Ethyl diphenylphosphinite)